COC(=O)C=1N=C(SC1C)C1=CC=C(C=C1)Cl 2-(4-chlorophenyl)-5-methylthiazole-4-carboxylic acid methyl ester